2,5-di(t-butylperoxy)-3-hexyne C(C)(C)(C)OOC(C)C#CC(C)OOC(C)(C)C